C1=CC=CC=2C3=CC=CC=C3C(C12)COC(=O)N([C@@H]1C(N(CC\C=C/C1)[C@H](C(=O)N(CC(=O)O)C)CC1CCC(CC1)(F)F)=O)C N-((S)-2-((S,Z)-3-((((9H-fluoren-9-yl)methoxy)carbonyl)(methyl)amino)-2-oxo-3,4,7,8-tetrahydroazocin-1(2H)-yl)-3-(4,4-difluorocyclohexyl)propanoyl)-N-methylglycine